2-(4-(2-((4-(6-cyanopyridin-2-yl)-5-methylthiazol-2-yl)amino)-2-oxoethyl)-2-fluorophenoxy)nicotinamide C(#N)C1=CC=CC(=N1)C=1N=C(SC1C)NC(CC1=CC(=C(OC2=C(C(=O)N)C=CC=N2)C=C1)F)=O